2-(4-methylphenyl)-N-p-toluenesulfonylazetidine CC1=CC=C(C=C1)C1N(CC1)S(=O)(=O)C1=CC=C(C)C=C1